1-(1-(tetrahydro-2H-pyran-2-yl)-1H-pyrazol-5-yl)indolizine-7-carboxylic acid isopropyl ester C(C)(C)OC(=O)C=1C=CN2C=CC(=C2C1)C1=CC=NN1C1OCCCC1